6-(2-chloro-5-methoxy-phenyl)-3-[6-(morpholine-4-carbonyl)-4-isoquinolyl]-1H-thieno[3,2-d]pyrimidine-2,4-dione ClC1=C(C=C(C=C1)OC)C1=CC=2NC(N(C(C2S1)=O)C1=CN=CC2=CC=C(C=C12)C(=O)N1CCOCC1)=O